3-(2-cyclopropoxyphenyl)quinazolin-4(3H)-one C1(CC1)OC1=C(C=CC=C1)N1C=NC2=CC=CC=C2C1=O